NCC=1C=C(C(=NC1)NC(=O)C1=CC2=C(OCCC3=C2SC=C3)C=C1C=1C(=NC(=CC1)C(NCCC)=O)C(=O)O)Cl 3-(9-((5-(aminomethyl)-3-chloropyridin-2-yl)carbamoyl)-4,5-dihydrobenzo[b]thieno[2,3-d]oxepin-8-yl)-6-(propylcarbamoyl)picolinic acid